CC1=CC=2C(=NC=C(C2)C2=CC(CC2)=O)N1S(=O)(=O)C1=CC=C(C=C1)C 3-[2-methyl-1-(p-tolyl-sulfonyl)pyrrolo[2,3-b]pyridin-5-yl]cyclopent-2-en-1-one